C1(=CC=CC=C1)CC(=O)N[C@@H](C)C(=O)N1[C@@H](CCC1)C(=O)N (2S)-1-((2-phenylacetyl)alanyl)pyrrolidine-2-carboxamide